C1(=C(OC)C=C(OC)C(OC)=C1)CC(=O)O.C1(CC1)CN1C(=CC2=CC(=CC(=C12)C1CCN(CC1)C(=O)C1CC(C1)(C(F)(F)F)O)F)C1=NN2C(C=CC(=C2)C=O)=C1C (2-(1-(cyclopropylmethyl)-5-fluoro-7-(1-(3-hydroxy-3-(trifluoromethyl)cyclobutane-1-carbonyl)piperidin-4-yl)-1H-indol-2-yl)-3-methylpyrazolo[1,5-a]pyridin-6-yl)methanone asaryl-acetate